OC1=C(C(=O)C2=CC=C(C=C2)C=C)C=CC(=C1)O 2,4-dihydroxy-4'-vinylbenzophenone